1,1-diethoxy-(2Z,6Z)-2,6-nonadiene C(C)OC(\C=C/CC\C=C/CC)OCC